(E)-3-[3-[5-(3-pyridylmethyl-amino)pyrazolo[1,5-a]pyrimidin-3-yl]phenyl]prop-2-enoic acid N1=CC(=CC=C1)CNC1=NC=2N(C=C1)N=CC2C=2C=C(C=CC2)/C=C/C(=O)O